6-fluoro-3-(2-isopropylphenyl)-3,4-dihydroquinazolin-2(1H)-one FC=1C=C2CN(C(NC2=CC1)=O)C1=C(C=CC=C1)C(C)C